Cl.FC(C=1C(=C(C=CC1)[C@@H](C)N)F)F (R)-1-(3-(Difluoromethyl)-2-fluorophenyl)ethan-1-amine hydrochloride